lithium germanate [GeH](=O)[O-].[Li+]